6-chloro-3-(1-methylhexahydropyrrolo[3,4-b]pyrrol-5(1H)-yl)-1H-pyrazolo[4,3-c]pyridine hydrochloride Cl.ClC1=CC2=C(C=N1)C(=NN2)N2CC1N(CCC1C2)C